tert-butyl 6-(2-(cyclopentylthio)-5-oxo-8,8-di(2,5,8,11-tetraoxatridecan-13-yl)-7,8-dihydropyrido[4,3-d]pyrimidin-6(5H)-yl)hexanoate C1(CCCC1)SC=1N=CC2=C(N1)C(CN(C2=O)CCCCCC(=O)OC(C)(C)C)(CCOCCOCCOCCOC)CCOCCOCCOCCOC